C(C)(C)(C)N1CC2(CC1)NC1=NC(=C(C=C1CC2)Cl)C tert-butyl-6-chloro-7-methyl-3,4-dihydro-1H-spiro[1,8-naphthyridine-2,3'-pyrrolidine]